C1(CC1)N1N=C(C=C1)S(=O)(N)=NC(NC1=C2C(=NC(=C1C1CC1)C(F)(F)F)CCC2)=O 1-Cyclopropyl-N'-((3-cyclopropyl-2-(trifluoromethyl)-6,7-dihydro-5H-cyclopenta[b]pyridin-4-yl)carbamoyl)-1H-pyrazole-3-sulfonimidamide